1,4-difluoro-2-methylbenzene FC1=C(C=C(C=C1)F)C